2-(2,6-dioxopiperidine-3-yl)-4-(4-(3-hydroxypropyl)piperidine-1-yl)isoindoline-1,3-dione O=C1NC(CCC1N1C(C2=CC=CC(=C2C1=O)N1CCC(CC1)CCCO)=O)=O